tert-butyl-(S)-4-(4-((2-cyclopropyl-3,3-difluoro-7-methyl-6-oxo-1,2,3,4,6,7-hexahydro-[1,4]oxazepino[2,3-c]quinolin-10-yl)amino)-5-fluoropyridin-2-yl)piperazine-1-carboxylate C(C)(C)(C)OC(=O)N1CCN(CC1)C1=NC=C(C(=C1)NC1=CC=2C3=C(C(N(C2C=C1)C)=O)OCC([C@@H](N3)C3CC3)(F)F)F